C(C1=CC=CC=C1)C=1N=C(SC1)N1CCN(CC1)C=1C=NN2C1C=CC(=C2)C=2C=NN(C2)C 4-benzyl-2-(4-(6-(1-methyl-1H-pyrazol-4-yl)pyrazolo[1,5-a]pyridin-3-yl)piperazin-1-yl)thiazole